C(C)C1(C(N(C2=CC(=CC=C12)C#CC1=NC=CC2=CN=C(C=C12)NC1=CC=C(C=C1)S(=O)(=O)C)C(=O)OC(C)(C)C)=O)C tert-butyl 3-ethyl-3-methyl-6-((7-((4-(methylsulfonyl)phenyl)amino)-2,6-naphthyridin-1-yl)ethynyl)-2-oxoindoline-1-carboxylate